cerium-zinc [Zn].[Ce]